CC1=C[C@H]2[C@@H](CCC(=C2CC1)C)C(C)C Delta-Cadinene